ClC=1C=C(CC2=NOC(=N2)C2=CC=C(CNC(N[C@@H]3C[C@H](N(C3)C(=O)OC(C)(C)C)C)=O)C=C2)C=CC1 tert-Butyl (2R,4R)-4-(3-(4-(3-(3-chlorobenzyl)-1,2,4-oxadiazol-5-yl)benzyl)ureido)-2-methylpyrrolidine-1-carboxylate